octan-3-one CCC(CCCCC)=O